ClC1=C(C(=O)NC=2C(=C(C(=CC2)F)NC(=O)[C@H]2NCCC2)F)C=C(C=C1)NC(=O)[C@@H]1C([C@H]1C1=CC(=C(C=C1)Cl)Cl)(Cl)Cl (S)-N-(3-(2-chloro-5-((1R,3R)-2,2-dichloro-3-(3,4-dichlorophenyl)cyclopropane-1-carboxamido)benzoylamino)-2,6-difluorophenyl)pyrrolidine-2-carboxamide